OC1CC(CC1)N(CCCCCCCC(=O)N(CCCCCCCCCC)CCCCCCCCCC)CCCCCCCC(=O)N(CCCCCCCCCC)CCCCCCCCCC 8,8'-((3-hydroxy-cyclopentyl)azane-diyl)bis(N,N-didec-yloctanamide)